2,6-Di-isopropyl-4-tert.-octylphenol C(C)(C)C1=C(C(=CC(=C1)C(C)(C)CC(C)(C)C)C(C)C)O